C1(=CCCC=C1)N1N=CC(=C1C(F)(F)F)C(=O)O 1-(cyclohexane-1,5-dien-1-yl)-5-(trifluoromethyl)-1H-pyrazole-4-carboxylic acid